C(C)OC(=O)C1(CCC1)C(C1=CC=C(C=C1)Br)=O 1-(4-bromobenzoyl)cyclobutane-1-carboxylic acid ethyl ester